FC1(CCN(CC1)C=1C=C(C=NC1)OC=1C=CC(=C(C#N)C1)[N+](=O)[O-])F 5-((5-(4,4-difluoropiperidin-1-yl)pyridin-3-yl)oxy)-2-nitrobenzonitrile